CC1(O[C@@H]([C@@H](O1)CO)CO)C ((4S,5R)-2,2-dimethyl-1,3-dioxolane-4,5-diyl)dimethanol